FC(C=1C=NN(C1)C1=NC(=C2N=C(N(C2=N1)CC)C1=CC=NC=C1)N1CCOCC1)F 4-(2-(4-(difluoromethyl)-1H-pyrazol-1-yl)-9-ethyl-8-(pyridin-4-yl)-9H-purin-6-yl)morpholine